2-amino-7-fluoro-1-(3-methoxy-2,6-dimethyl-phenyl)-6-vinyl-pyrrolo[3,2-c]pyridine-3-carbonitrile NC1=C(C=2C=NC(=C(C2N1C1=C(C(=CC=C1C)OC)C)F)C=C)C#N